CC=1N=C(OC1)C1=C(C(=O)O)C=CC=C1 (4-methyl-1,3-oxazol-2-yl)benzoic acid